[N+](#[C-])C1=C(C=CC=C1)C(C#N)CC 2-(2-isocyanophenyl)butyronitrile